NC=1C(=NC=CN1)C(=O)N(CCN1CCCC1)CC=C(C1=CC=CC=C1)C1=CC=CC=C1 3-amino-N-(3,3-diphenylallyl)-N-(2-(pyrrolidin-1-yl)ethyl)pyrazine-2-carboxamide